dinaphthalene phosphorodithioate P(O)(O)(=S)S.C1=CC=CC2=CC=CC=C12.C1=CC=CC2=CC=CC=C12